benzyl (S)-(5-(6-ethynylpyridin-2-yl)pentan-2-yl)carbamate C(#C)C1=CC=CC(=N1)CCC[C@H](C)NC(OCC1=CC=CC=C1)=O